NC1CCN(CC1)C=1C(=CN=C2C=CC(=NC12)C=1C(=C(C#N)C=C(C1)F)O)C1=CC(=CC(=C1)C)Cl 3-[8-(4-Aminopiperidin-1-yl)-7-(3-chloro-5-methylphenyl)-1,5-naphthyridin-2-yl]-5-fluoro-2-hydroxybenzonitril